tert-Butyl 4-(Acetamidomethyl)-2-azabicyclo[2.2.1]heptane-2-carboxylate C(C)(=O)NCC12CN(C(CC1)C2)C(=O)OC(C)(C)C